NC1=C2N=CN(C2=NC(=N1)F)[C@@H]1O[C@]([C@H]([C@H]1O)OCC1=CC=CC=C1)(C(C)F)COCC1=CC=CC=C1 (2R,3R,4S,5R)-2-(6-amino-2-fluoro-9H-purin-9-yl)-4-(benzyloxy)-5-((benzyloxy)methyl)-5-(1-fluoroethyl)tetrahydrofuran-3-ol